ClC=1C=C2C(=NC=NC2=CC1N1CCCCC1)N1CCN(CC1)C(C=C)=O 1-(4-(6-chloro-7-(piperidin-1-yl)quinazolin-4-yl)piperazin-1-yl)prop-2-en-1-one